2-(4-oxopyrido[2,3-d]pyrimidin-3(4H)-yl)acethydrazide (tert-butyl-dimethylsilyl)oxy(methyl)pyridine-2-sulfonate [Si](C)(C)(C(C)(C)C)OC1=C(C(=NC=C1)S(=O)(=O)O)C.O=C1C2=C(N=CN1CC(=O)NN)N=CC=C2